C(#N)C1=CC=C(C2=C1CCO2)N2C(=C(CC1=C(N=CC(=C21)C)OCC2CC2)C(=O)N)C 4-cyano-2,3-dihydrobenzofuran-7-yl-5-cyclopropylmethoxy-2,8-dimethyl-1,4-dihydro-1,6-naphthyridine-3-formamide